ONC(=O)CCCCCCC N-hydroxyheptancarboxamide